[SiH2](N=C=O)N=C=O Silylene diisocyanate